Ethyl 4-(thien-3-yl)-1-(4-(trifluoromethyl) benzyl)-1H-1,2,3-triazole-5-carboxylate S1C=C(C=C1)C=1N=NN(C1C(=O)OCC)CC1=CC=C(C=C1)C(F)(F)F